ClC1=C(CN2C(=C(C3=CC(=CC=C23)O)C2=CC=C(C=C2)CC(C)C)C)C=CC=C1 (2-chlorobenzyl)-3-(4-isobutylphenyl)-2-methyl-1H-indol-5-ol